N[C@@H](C(C1CC1)C1CC1)C=1N=C2N(N=C(C=C2)CC2(C(NCC(C2)C(F)F)=O)C(=O)OC)C1 Methyl 3-((2-((S)-1-amino-2,2-dicyclopropylethyl)imidazo[1,2-b]pyridazin-6-yl)methyl)-5-(difluoromethyl)-2-oxopiperidine-3-carboxylate